4-[4-[5-(hydroxymethyl)-2-oxo-oxazolidin-3-yl]phenyl]sulfonylpiperazine-1-carboxylic acid tert-butyl ester C(C)(C)(C)OC(=O)N1CCN(CC1)S(=O)(=O)C1=CC=C(C=C1)N1C(OC(C1)CO)=O